ClC=1C(=NC(=NC1)C1(CC(=C(C=C1)N(C)CCN(C)C)N)N)C1=CN(C2=C(C=CC=C12)C)C 4-(5-chloro-4-(1,7-dimethyl-1H-indol-3-yl)pyrimidin-2-yl)-N1-(2-(dimethylamino)ethyl)-N1-methylbenzene-1,2,4-triamine